(4-methyl-2-pentanone) oxime CC(CC(C)=NO)C